ClC1=C(OCC(=O)[O-])C=CC(=C1)Cl.C(C(=C)C)(=O)OCC[NH+](C)C [2-(methacryloyloxy)ethyl]dimethyl-ammonium (2,4-dichlorophenoxy)acetoate